ClC1=C(C=NN(C1=O)C1CCN(CC1)S(=O)(=O)NC1=CC=C(C(=O)OC)C=C1)NC[C@@H]1COCCC1 methyl 4-[[4-[(1R)-5-chloro-6-oxo-4-[[(3R)-tetrahydropyran-3-yl]methylamino] pyridazin-1-yl]-1-piperidyl]sulfonylamino]benzoate